FC1(CC(C1)C=1C=CC(=NC1F)[C@H](NC(=O)[C@H]1N(C[C@@H](C1)F)C(CC=1C(NC=CC1)=O)=O)C1=CC=CC=C1)F (2S,4R)-N-[(R)-[5-(3,3-difluorocyclobutyl)-6-fluoropyridin-2-yl](phenyl)methyl]-4-fluoro-1-[2-(2-oxo-1,2-dihydropyridin-3-yl)acetyl]pyrrolidine-2-carboxamide